N-p-methoxyphenyl-tetrahydroisoquinoline COC1=CC=C(C=C1)N1CC2=CC=CCC2CC1